tetraphenyl-manganese chloride [Cl-].C1(=CC=CC=C1)[Mn+](C1=CC=CC=C1)(C1=CC=CC=C1)C1=CC=CC=C1